ClC=1C=CC(=C(C1)NC(=O)N1C[C@H]2CC[C@@H](C1)N2CC2=NC1=CC=CC=C1C(N2)=O)C (1r,5s)-N-(5-chloro-2-methylphenyl)-8-((4-oxo-3,4-dihydroquinazolin-2-yl)methyl)-3,8-diazabicyclo[3.2.1]octane-3-carboxamide